C(OC[C@H]1O[C@@]([C@@H]([C@@H]1O)O)(C#N)C1=CC=C2C(=NC=NN21)N)(OCC(CC)CC)=O ((2R,3S,4R,5R)-5-(4-aminopyrrolo[2,1-f][1,2,4]triazin-7-yl)-5-cyano-3,4-dihydroxytetrahydrofuran-2-yl)methyl (2-ethylbutyl) carbonate